3-carboxy-4-methyl-5-propyl-2-furanpropanoic acid C(=O)(O)C1=C(OC(=C1C)CCC)CCC(=O)O